C1=CC2=C(C=C1O)C(=O)C3=C2C=CC(=C3)O 2,7-dihydroxyfluorenone